1-benzyl 3-methyl 4-[[7-([2-fluoro-4-[3-(hydroxymethyl)pyrazol-1-yl]phenyl]amino)-1,6-naphthyridin-2-yl]amino]piperidine-1,3-dicarboxylate FC1=C(C=CC(=C1)N1N=C(C=C1)CO)NC1=NC=C2C=CC(=NC2=C1)NC1C(CN(CC1)C(=O)OCC1=CC=CC=C1)C(=O)OC